ditetradecyl-bis-(2-ethoxyethoxy)silane C(CCCCCCCCCCCCC)[Si](OCCOCC)(OCCOCC)CCCCCCCCCCCCCC